(6S,E)-Methyl-7-(1-((3-bromo-1-adamantyl)methyl)-2-oxo-1,2-dihydropyridin-3-ylamino)-6-(3-methylbenzofuran-2-carboxamido)-7-oxohept-2-enoat COC(\C=C\CC[C@@H](C(=O)NC=1C(N(C=CC1)CC12CC3(CC(CC(C1)C3)C2)Br)=O)NC(=O)C=2OC3=C(C2C)C=CC=C3)=O